(2S,6R)-4-oxatricyclo[5.2.1.02,6]dec-8-ene-3,5-dione C12[C@@H]3C(OC([C@@H]3C(C=C1)C2)=O)=O